FC1=C(C(=CC=C1)O)C=1SC[C@H](N1)C1SC[C@@H](N1C)C(=O)O (4S)-2-((S)-2-(2-fluoro-6-hydroxyphenyl)-4,5-dihydrothiazol-4-yl)-3-methylthiazolidine-4-carboxylic acid